(5-(4-methoxy-1H-pyrrolo[2,3-b]pyridin-3-yl)pyrazolo[1,5-a]pyridin-3-yl)(piperidin-1-yl)methanone COC1=C2C(=NC=C1)NC=C2C2=CC=1N(C=C2)N=CC1C(=O)N1CCCCC1